CN(C1=CC=C(C=C1)C=CC(=O)C=1SC2=C(C1O)C=CC=C2)C 3-(4-(dimethylamino)phenyl)-1-(3-hydroxybenzothiophen-2-yl)prop-2-ene-1-one